OC=1C=C(C=CC1)/C=C/C(=O)O[C@H]1CC=2C=C3C=CC(OC3=CC2OC1(C)C)=O (S)-8,8-dimethyl-2-oxo-7,8-dihydro-2H,6H-pyrano[3,2-g]chromen-7-yl (E)-3-(3-hydroxyphenyl)acrylate